(S)-ethyl 2-(p-tolyl((3,4,5-trimethoxyphenyl)amino)methyl)acrylate C1(=CC=C(C=C1)[C@@H](C(C(=O)OCC)=C)NC1=CC(=C(C(=C1)OC)OC)OC)C